S(=O)(=O)(O)S(=O)[O-].[K+] potassium hydrogen pyrosulfite